1-(3-{[1-(tert-butoxy)-2-methyl-1-oxopropan-2-yl]oxy}phenyl)-5-phenylpiperidine C(C)(C)(C)OC(C(C)(C)OC=1C=C(C=CC1)N1CCCC(C1)C1=CC=CC=C1)=O